N-(1-carbamoyl-3,3-difluorocyclobutyl)-2-methyl-5-((4-methylthiazol-5-yl)methoxy)benzofuran-3-carboxamide C(N)(=O)C1(CC(C1)(F)F)NC(=O)C1=C(OC2=C1C=C(C=C2)OCC2=C(N=CS2)C)C